pyrido[3,2-b][1,4]oxazonine-10-carbonitrile N1=CC=CC=2OC=CC=CC(=NC21)C#N